ethyl 2-(4-bromo-2,5-difluorophenyl)acetate BrC1=CC(=C(C=C1F)CC(=O)OCC)F